O1C(=NC2=C1C=CC=C2)[C@@H](NC(=O)[C@H]2NC(NC2)=O)C2=CC(=C(C=C2)F)Cl (S)-N-((S)-benzo[d]oxazol-2-yl(3-chloro-4-fluoro-phenyl)methyl)-2-oxo-imidazolidine-4-carboxamide